[Na].CC1(C(NOC1)=O)C 4,4-dimethylisoxazolidin-3-one sodium salt